2-chloro-9-(trans-4-hydroxy-4-methylcyclohexyl)-7,9-dihydro-8H-purin-8-one ClC1=NC=C2NC(N(C2=N1)C1CCC(CC1)(C)O)=O